C1(CC1)N1C(=NN=C1)C1=CC=CC(=N1)N1C(C2=C(C1)C(=CS2)C2=CC=CC=C2)=O 5-(6-(4-cyclopropyl-4H-1,2,4-triazol-3-yl)pyridin-2-yl)-3-phenyl-4,5-dihydro-6H-thieno[2,3-c]pyrrol-6-one